5-((4-([2,4'-bipyridin]-5-ylmethyl)piperazin-1-yl)methyl)-1-oxoisoindoline N1=C(C=CC(=C1)CN1CCN(CC1)CC=1C=C2CNC(C2=CC1)=O)C1=CC=NC=C1